BrC=1C(=NC(=NC1)C(C)(C)C)OC1=C(C=C(C=C1)F)C 5-bromo-2-tert-butyl-4-(4-fluoro-2-methyl-phenoxy)pyrimidine